ethyldisiloxane C(C)[SiH2]O[SiH3]